Cl.O[C@@H]1CCCC(C=2C1=NC=CC2)=O (R)-9-hydroxy-6,7,8,9-tetrahydro-5H-cyclohepta[b]pyridin-5-one hydrochloride